NC1=C(C=C(N=N1)C1=C(C=CC=C1)O)N(CCC1=CC=CC=C1)C 2-(6-amino-5-(methyl(phenethyl)amino)pyridazin-3-yl)phenol